C1N(CC12CCN(CC2)C(=O)OC(C)(C)C)C(=O)OC2=CC=CC=C2 7-tert-butyl 2-phenyl 2,7-diazaspiro[3.5]nonane-2,7-dicarboxylate